5-(6-(1-cyclopropylethyl)-2,6-diazaspiro[3.3]hept-2-yl)-2-(5-(8-methoxy-[1,2,4]triazolo[1,5-a]pyridin-6-yl)-4-(2,2,2-trifluoroethyl)-1H-pyrazol-3-yl)-4-methylthiazole C1(CC1)C(C)N1CC2(CN(C2)C2=C(N=C(S2)C2=NNC(=C2CC(F)(F)F)C=2C=C(C=3N(C2)N=CN3)OC)C)C1